3-(5-((4-(azetidin-3-yl)piperazin-1-yl)methyl)-1-oxoisoindolin-2-yl)piperidine-2,6-dione N1CC(C1)N1CCN(CC1)CC=1C=C2CN(C(C2=CC1)=O)C1C(NC(CC1)=O)=O